O1C2=C(NCC1)C=CC(=C2)C(=O)N2CCC(CC2)F (3,4-dihydro-2H-benzo[b][1,4]oxazin-7-yl)(4-fluoropiperidin-1-yl)methanone